N-[1-[5-bromo-2-[5-(2,2-difluoroethoxy)-2-pyridyl]-1,2,4-triazol-3-yl]ethyl]-3-cyclopropyl-5-(trifluoromethyl)benzamide BrC=1N=C(N(N1)C1=NC=C(C=C1)OCC(F)F)C(C)NC(C1=CC(=CC(=C1)C(F)(F)F)C1CC1)=O